rac-4-(2-((3aR,5s,6aS)-5-((4-fluorophenyl)thio)hexahydro-cyclopenta[c]pyrrol-2(1H)-yl)-1-hydroxyethyl)phenol FC1=CC=C(C=C1)SC1C[C@@H]2[C@@H](CN(C2)CC(O)C2=CC=C(C=C2)O)C1